NCCSP(=O)(N[C@@H](C(=O)OC)C)N[C@@H](C)C(=O)OC methyl (((2-aminoethyl) thio) (((R)-1-methoxy-1-oxopropan-2-yl) amino) phosphoryl)-L-alaninate